calcium magnesium-calcium-zirconium [Zr].[Ca].[Mg].[Ca]